4-(2-(dimethylamino)-ethoxy)phenol CN(CCOC1=CC=C(C=C1)O)C